N-benzyl-2-chloroimidazo[4,3-f][1,2,4]triazin-4-amine C(C1=CC=CC=C1)NC1=NC(=NN2C1=CN=C2)Cl